FC1=C(C(=CC(=C1)NC1CN(C1)CCCF)F)[C@H]1N([C@@H](CC2=C1NC1=CC=C(C=C21)F)C)C[C@@](CO)(C)F (R)-3-((1R,3R)-1-(2,6-difluoro-4-((1-(3-fluoropropyl)azetidin-3-yl)amino)phenyl)-6-fluoro-3-methyl-1,3,4,9-tetrahydro-2H-pyrido[3,4-b]indol-2-yl)-2-fluoro-2-methylpropan-1-ol